1-CHLORO-3,4-DIHYDRO-2-NAPHTHALENECARBALDEHYDE ClC1=C(CCC2=CC=CC=C12)C=O